7-bromo-5-(cyclohexyloxy)-3-methylquinoxalin-2(1H)-one BrC1=CC(=C2N=C(C(NC2=C1)=O)C)OC1CCCCC1